((2S)-1-(((2S)-4-(cyclopropylamino)-3-hydroxy-4-oxo-1-((S)-2-oxopyrrolidin-3-yl)butan-2-yl)amino)-4-methyl-1-oxopentan-2-yl)carbamate C1(CC1)NC(C([C@H](C[C@H]1C(NCC1)=O)NC([C@H](CC(C)C)NC([O-])=O)=O)O)=O